N-(4-(2-ethyl-4-(m-tolyl)thiazol-5-yl)pyridin-2-yl)benzamide C(C)C=1SC(=C(N1)C=1C=C(C=CC1)C)C1=CC(=NC=C1)NC(C1=CC=CC=C1)=O